COCCOCCOCCOCCOCCOCCOCCOCCOCCN 2,5,8,11,14,17,20,23,26-nonaoxaoctacosane-28-amine